4-(hydroxymethyl)benzylcarbamic acid tert-butyl ester C(C)(C)(C)OC(NCC1=CC=C(C=C1)CO)=O